BrC1=C(C(=CC=C1)OC(F)F)[C@@H](C\C=N\[S@](=O)C(C)(C)C)NC1=NC(=CC=C1[N+](=O)[O-])Cl (R)-N-((R,E)-3-(2-bromo-6-(difluoromethoxy)phenyl)-3-((6-chloro-3-nitropyridin-2-yl)amino)propylidene)-2-methylpropane-2-sulfinamide